bis[2-(butyldimethoxysilyl)1-phenyl-1,3-butanedione] platinum (II) [Pt+2].C(CCC)[Si](C(C(=O)C1=CC=CC=C1)C(C)=O)(OC)OC.C(CCC)[Si](C(C(=O)C1=CC=CC=C1)C(C)=O)(OC)OC